tert-butyl (S)-7-(2-(6-(2-(3-(3,5-dimethyl-1H-pyrazol-1-yl)phenyl)-4-methoxy-4-carbonylbutyl)-2,6-diazaspiro[3.3]heptane-2-yl)ethyl)-3,4-dihydro-1,8-naphthyridine-1(2H)-carboxylate CC1=NN(C(=C1)C)C=1C=C(C=CC1)[C@@H](CN1CC2(CN(C2)CCC2=CC=C3CCCN(C3=N2)C(=O)OC(C)(C)C)C1)CC(=C=O)OC